2-(5-Chloro-2-pyridylazo)-5-[N-propyl-N-(3-sulfopropyl)amino]phenol ClC=1C=CC(=NC1)N=NC1=C(C=C(C=C1)N(CCCS(=O)(=O)O)CCC)O